C1(CC1)C1=C(C(=NO1)C1=C(C=CC=C1Cl)Cl)\C=C/C1(CCN(CC1)C(=O)OC(C)(C)C)C tert-butyl (Z)-4-(2-(5-cyclopropyl-3-(2,6-dichlorophenyl)isoxazol-4-yl)vinyl)-4-methylpiperidine-1-carboxylate